CNC(C)(CCCC(C)C)C N,2,6-trimethylheptane-2-amine